ClC1=C2C(=NNC2=CC(=C1)F)I 4-chloro-6-fluoro-3-iodo-1H-indazole